Racemic-3-(3-chloro-4-fluorophenyl)-1-(1-(1-oxo-1,2-dihydroisoquinolin-4-yl)ethyl)-1-(pyridin-3-ylmethyl)urea ClC=1C=C(C=CC1F)NC(N(CC=1C=NC=CC1)[C@H](C)C1=CNC(C2=CC=CC=C12)=O)=O |r|